FC=1C=C(C=C(C1)F)S(=O)(=O)C1=CC=C(CNC(=O)C=2C=CC=3N(C2)C=CN3)C=C1 N-(4-((3,5-difluorophenyl)sulfonyl)benzyl)imidazo[1,2-a]pyridine-6-carboxamide